cyclopenta[c]pyrrolidin C1NCC2C1=CC=C2